C(C(O)CO)OC(CCCCCCC\C=C/CCCCCCCC)=O oleic acid 1-glyceryl ester